FC=1C=CC(=NC1)[C@@H](C)OC=1C=2N(C=C(C1)C=1C=NN(C1C)C1CCN(CC1)C(CO)=O)N=CC2C#N (R)-4-(1-(5-fluoropyridin-2-yl)ethoxy)-6-(1-(1-(2-hydroxyacetyl)piperidin-4-yl)-5-methyl-1H-pyrazol-4-yl)pyrazolo[1,5-a]pyridine-3-carbonitrile